2,6,8-trimethyl-6-nonanol CC(C)CCCC(CC(C)C)(O)C